O1CCN(CC1)CC1=CC=C(C=C1)C=1C=C2CC3(C(NC2=CC1)=O)CN(CC3)C#N 6'-(4-(Morpholinomethyl)phenyl)-2'-oxo-1',4'-dihydro-2'H-spiro[pyrrolidine-3,3'-quinoline]-1-carbonitrile